1-hydroxy-3,3-dimethyl-1-(1,3,4-trimethyl-5-oxo-4,5-dihydro-1H-pyrazol-4-yl)urea ON(C(=O)N(C)C)C1(C(=NN(C1=O)C)C)C